COC=1C=NC(=NC1)C1=CC(=C2C=CC(=NC2=C1)C)C1(CC1)NC(=O)C=1C=C(OC[C@H]2N(CC2)C(=O)OC(C)(C)C)C=CC1C (S)-tert-Butyl 2-((3-((1-(7-(5-methoxypyrimidin-2-yl)-2-methylquinolin-5-yl)cyclopropyl)carbamoyl)-4-methylphenoxy)methyl)azetidine-1-carboxylate